(6-chloro-4-methoxypyridazin-3-yl)ethanone ClC1=CC(=C(N=N1)C(C)=O)OC